C(C)(C)(C)OC(N(C)[C@H](C(=O)NCCC1=CC=C(C=C1)C1=CC(=C(C=C1)Cl)Cl)CCC)=O (S)-(1-((2-(3',4'-dichloro-[1,1'-biphenyl]-4-yl)ethyl)amino)-1-oxopent-2-yl)(methyl)carbamic acid tert-butyl ester